4-[[6-[[5-[3-aminocyclopentyl]-2-tert-butyl-pyrazol-3-yl]amino]-2-pyridyl]oxy]butan-1-ol NC1CC(CC1)C=1C=C(N(N1)C(C)(C)C)NC1=CC=CC(=N1)OCCCCO